BrC=1C=C2CCNC(C2=CC1)=O 6-bromo-3,4-dihydro-2h-isoquinolin-1-one